n-butyltris(p-chlorophenyl)boron C(CCC)C1=C(C=CC(=C1)Cl)B(C1=CC=C(C=C1)Cl)C1=CC=C(C=C1)Cl